CN1CC2=C(CC1)NN=C2C(=O)O 5-methyl-4,5,6,7-tetrahydro-1H-pyrazolo[4,3-c]pyridine-3-carboxylic acid